CC1=CC=C(O1)C=1N=C(C2=C(N1)N(C=C2)CCCN2CCCC2)NC2CCN(CC2)C 2-(5-methylfuran-2-yl)-N-(1-methylpiperidin-4-yl)-7-(3-(pyrrolidin-1-yl)propyl)-7H-pyrrolo[2,3-d]pyrimidin-4-amine